OC1=C(C=CC(=C1)C)C=1SC[C@H](N1)C(=O)O (R)-2-(2-hydroxy-4-methylphenyl)-4,5-dihydrothiazole-4-carboxylic acid